C(C)C1=CC=C(NC1=O)C12CN(C(C1)C2)C2CCN(CC2)C=2C=CC(=NC2F)C(=O)NC([2H])([2H])[2H] 5-(4-(4-(5-ethyl-6-oxo-1,6-dihydropyridin-2-yl)-2-azabicyclo[2.1.1]hexan-2-yl)piperidin-1-yl)-6-fluoro-N-(methyl-d3)picolinamide